ClC1=C(C=C(C=C1)C(=O)N1CCC2=CC=CC=C12)S(=O)(=O)N1CCC2=CC=CC=C12 (4-chloro-3-(indolin-1-ylsulfonyl)phenyl)(indolin-1-yl)methanone